3-Benzoxazolinium-2-carboxylate O1C(=[NH+]C2=C1C=CC=C2)C(=O)[O-]